FC1=CC=2N(C=C1)C=CN2 7-fluoroimidazo[1,2-a]pyridine